5-(bromomethyl)-2-nitrophenol BrCC=1C=CC(=C(C1)O)[N+](=O)[O-]